7-(1-(2-Fluoro-6-methylphenyl)piperidin-4-yl)-5-((5-(trifluoromethyl)pyridin-2-yl)methyl)pyrido[2,3-b]pyrazin-6(5H)-one FC1=C(C(=CC=C1)C)N1CCC(CC1)C1=CC=2C(=NC=CN2)N(C1=O)CC1=NC=C(C=C1)C(F)(F)F